6'-(2-methoxyethyl)-1,2'-dimethyl-5',6'-dihydro-7'H-spiro[azetidine-3,8'-pyrido[4,3-d]pyrimidin]-7'-one COCCN1CC2=C(N=C(N=C2)C)C2(C1=O)CN(C2)C